5-bromo-1,3-dimethyl-1H-pyridin-2-one BrC=1C=C(C(N(C1)C)=O)C